1-(3-((4-((5-(furan-3-yl)-2-methoxyphenyl)amino)-7-methoxyquinazolin-6-yl)oxy)pyrrolidin-1-yl)prop-2-en-1-one O1C=C(C=C1)C=1C=CC(=C(C1)NC1=NC=NC2=CC(=C(C=C12)OC1CN(CC1)C(C=C)=O)OC)OC